(1R,9S)-9,11,11-Trimethyl-5-(3-methylnonan-3-yl)-8-oxatricyclo[7.4.1.02,7]tetradeca-2,4,6-trien-3-ol C[C@@]12OC3=CC(=CC(=C3[C@H](CCC(C1)(C)C)C2)O)C(CC)(CCCCCC)C